5-(trifluoromethyl)-3-[[(2R)-2-[4-[5-(trifluoromethyl)pyrimidin-2-yl]piperazine-1-carbonyl]morpholin-4-yl]methyl]-1H-pyridazin-6-one FC(C1=CC(=NNC1=O)CN1C[C@@H](OCC1)C(=O)N1CCN(CC1)C1=NC=C(C=N1)C(F)(F)F)(F)F